(Z)-1-(2-fluorostyryl)-2-naphthaldehyde FC1=C(\C=C/C2=C(C=CC3=CC=CC=C23)C=O)C=CC=C1